CN(C)CC1(CCC(CC1)(O)C1=CC=CC=C1)C1=CC=C(C=C1)F 4-((dimethylamino)methyl)-4-(4-fluorophenyl)-1-phenylcyclohexane-1-ol